N-lauryl-toluidine C(CCCCCCCCCCC)NC=1C(=CC=CC1)C